pentane-1,1-diamine C(CCCC)(N)N